5-ethyl-2-(2-methylpropionyl)furan-3-carboxylic acid C(C)C1=CC(=C(O1)C(C(C)C)=O)C(=O)O